ClC=1C=CC2=C(\C(\CCCN2S(=O)(=O)C2=CC=C(C=C2)C)=N/CCCC)C1 N-[(5Z)-7-chloro-1-(4-methylbenzenesulfonyl)-2,3,4,5-tetrahydro-1H-1-benzoazepin-5-ylidene]butan-1-amine